2-fluoro-4-methyl-5-(2-(methylamino)-8,9-dihydroimidazo[1',2':1,6]pyrido[2,3-d]pyrimidin-6-yl)-N-(4-(trifluoromethyl)pyridin-2-yl)benzamide FC1=C(C(=O)NC2=NC=CC(=C2)C(F)(F)F)C=C(C(=C1)C)C1=CC2=C(N=C(N=C2)NC)N2C1=NCC2